C(#N)C1=CC=CC=2NN=NC21 cyano-benzotriazole